2-(1-benzhydrylpiperidin-4-yl)-N,N-diethyl-1,2,3,4-tetrahydroisoquinolin-6-amine C(C1=CC=CC=C1)(C1=CC=CC=C1)N1CCC(CC1)N1CC2=CC=C(C=C2CC1)N(CC)CC